FC1=C(C2=C(C=C(C=C2C=C1)OCOC)B1OC(C(O1)(C)C)(C)C)C#C[Si](C(C)C)(C(C)C)C(C)C {2-[2-fluoro-6-methoxymethoxy-8-(4,4,5,5-tetramethyl-1,3,2-dioxaborolan-2-yl)-1-naphthyl]ethynyl}tris(isopropyl)silane